C(CCCCOC1=CC(=C(C=C1OC)C(=O)N1CC2(CC2)C[C@H]1CO)[N+](=O)[O-])OC1=CC(=C(C=C1OC)C(=O)N1CC2(CC2)C[C@H]1CO)[N+](=O)[O-] {1,5-Pentanediylbis[oxy(5-methoxy-2-nitrobenzen-4,1-diyl)]}bis{[(6S)-6-(hydroxymethyl)-5-azaspiro[2.4]hept-5-yl]methanone}